(1-((2R,5S)-2,5-diethyl-4-(4-methyl-5-oxo-2-(tetrahydro-2H-pyran-2-yl)-4,5-dihydro-2H-pyrazolo[4,3-b]pyridin-7-yl)piperazin-1-yl)ethyl)-5-fluorobenzonitrile C(C)[C@H]1N(C[C@@H](N(C1)C=1C=2C(N(C(C1)=O)C)=CN(N2)C2OCCCC2)CC)C(C)C2=C(C#N)C=C(C=C2)F